N-phenyl-6-tert-butylbenzo[b]naphtho[1,2-d]furan-8-amine C1(=CC=CC=C1)NC=1C=CC=C2C1OC1=C2C=2C=CC=CC2C=C1C(C)(C)C